CC1=C(N)C=C(C(=C1)OC1=CC(=NN1C)C)Cl 2-Methyl-4-(1,3-dimethyl-1H-pyrazole-5-oxy)-5-chloroaniline